FC1=CC=C(C=C1)C=1NC(=CC1CCC(=O)N[C@@H]1C(NC[C@H]1O)=O)C1(CC1)C(F)(F)F 3-(2-(4-Fluorophenyl)-5-(1-(trifluoromethyl)cyclopropyl)-1H-pyrrol-3-yl)-N-((3S,4R)-4-hydroxy-2-oxopyrrolidin-3-yl)propanamide